N-(1-(4-(trifluoromethyl)phenyl)-2,3,4,5-tetrahydro-1H-benzo[b]azepin-3-yl)propionamide FC(C1=CC=C(C=C1)N1C2=C(CCC(C1)NC(CC)=O)C=CC=C2)(F)F